FC1(OCCN(C1)C(C(=O)NC1=NC=C(C=C1)OC1=C(C=C(C=C1)F)F)C)F 2-(2,2-difluoromorpholino)-N-(5-(2,4-difluorophenoxy)pyridin-2-yl)propanamide